(2-Methoxy-phenyl)hydrazine COC1=C(C=CC=C1)NN